4-(6-((1S,6R,7R)-7-(aminomethyl)-7-(2-fluorophenyl)-3-azabicyclo[4.1.0]heptan-3-yl)-1H-pyrazolo[3,4-b]pyrazin-3-yl)-3-methylbenzamide NC[C@@]1([C@@H]2CCN(C[C@H]12)C1=CN=C2C(=N1)NN=C2C2=C(C=C(C(=O)N)C=C2)C)C2=C(C=CC=C2)F